B(O)(O)O.B(O)(O)O.B(O)(O)O.OC[C@H](O)[C@@H](O)[C@H](O)[C@H](O)CO sorbitol triborate